ClC=1C=C(C(=C(C(=O)F)C1)F)[N+](=O)[O-] 5-chloro-2-fluoro-3-nitrobenzoyl fluoride